6-isooctyl-oxy-2,4,8,10-tetra-tert-butyl-12H-dibenz[d,g]-1,3,2-dioxaphosphocin C(CCCCC(C)C)OP1OC2=C(CC3=C(O1)C(=CC(=C3)C(C)(C)C)C(C)(C)C)C=C(C=C2C(C)(C)C)C(C)(C)C